tert-butyl 5-chloro-1-(oxetan-3-yl)-2-oxo-1,2-dihydrospiro[indole-3,4'-piperidine]-1'-carboxylate ClC=1C=C2C(=CC1)N(C(C21CCN(CC1)C(=O)OC(C)(C)C)=O)C1COC1